N-(3-((1-methylcyclopropyl)(pyridin-3-yl)methoxy)quinoxalin-2-yl)propane-1-sulfonamide CC1(CC1)C(OC=1C(=NC2=CC=CC=C2N1)NS(=O)(=O)CCC)C=1C=NC=CC1